C(C)N(CCCC(=O)OC(C)(C)C)C[C@@H](C)NC(C1=CC=C(C=C1)C1=NOC(=N1)C(F)(F)F)=O tert-Butyl (R)-4-(ethyl(2-(4-(5-(trifluoromethyl)-1,2,4-oxadiazol-3-yl)benzamido)propyl) amino)butanoate